N-((1R*,3S*)-3-(3-(trifluoromethyl)phenoxy)cyclopentyl)acrylamide FC(C=1C=C(O[C@@H]2C[C@@H](CC2)NC(C=C)=O)C=CC1)(F)F |o1:6,8|